tetraethylTitanium C(C)[Ti](CC)(CC)CC